N-{3-[(8-cyano-2-oxo-1H-quinolin-5-yl)oxy]-2,2,4,4-tetramethylcyclobutyl}-4-(4-formylpiperidin-1-yl)benzamide C(#N)C=1C=CC(=C2C=CC(NC12)=O)OC1C(C(C1(C)C)NC(C1=CC=C(C=C1)N1CCC(CC1)C=O)=O)(C)C